ClC1=C(C(=CC=C1)Cl)NNCCNC(OC(C)(C)C)=O tert-butyl (2-(2-(2,6-dichlorophenyl)hydrazinyl)ethyl)carbamate